C1(=CC=CC=C1)S(=O)(=NC1=CC=C(C=C1)C1=NOC(=N1)C(F)(F)F)C(F)(F)F phenyl(trifluoromethyl)((4-(5-(trifluoromethyl)-1,2,4-oxadiazol-3-yl)phenyl)imino)-λ6-sulfanone